COC1=C(CN2C(N(C3=NC(=NC(=C3C2)C)SC)C2=CC=C(C=C2)OC([2H])([2H])[2H])=O)C=CC(=C1)OC 3-(2,4-dimethoxybenzyl)-1-(4-(methoxy-d3)phenyl)-5-methyl-7-(methylthio)-3,4-dihydropyrimido[4,5-d]pyrimidin-2(1H)-one